(1R,2S,5S)-N-((S)-1-amino-1-oxo-3-((S)-2-oxopyrrolidin-3-yl)propan-2-yl)-3-((S)-3,3-dimethyl-2-(3-methylthioureido)butanoyl)-6,6-dimethyl-3-azabicyclo[3.1.0]hexane-2-carboxamide NC([C@H](C[C@H]1C(NCC1)=O)NC(=O)[C@@H]1[C@H]2C([C@H]2CN1C([C@H](C(C)(C)C)NC(=S)NC)=O)(C)C)=O